BrC1=NC(=CC(=C1)O[C@@H](C)CC)S(=O)(=O)C 2-bromo-4-[(2S)-butan-2-yloxy]-6-methanesulfonyl-pyridine